BrC1=CC=CC2=C1CCCC[C@H]2N2CCN(CC2)C2=CC(=C(C(=O)OC(C)(C)C)C=C2)OC=2C=C1C(=NC2)N(C=C1)COCC[Si](C)(C)C tert-butyl (R)-4-(4-(1-bromo-6,7,8,9-tetrahydro-5H-benzo[7]annulen-5-yl)piperazin-1-yl)-2-((1-((2-(trimethylsilyl)ethoxy)methyl)-1H-pyrrolo[2,3-b]pyridin-5-yl)oxy)benzoate